4,7,10-Trioxatridecane-1,13-diamine C(CCOCCOCCOCCCN)N